N,N-dimethyl-4-morpholino-2-[(2E)-2-(m-tolylmethylene)hydrazino]furo[2,3-d]pyrimidine-6-carboxamide CN(C(=O)C1=CC2=C(N=C(N=C2N2CCOCC2)N/N=C/C=2C=C(C=CC2)C)O1)C